6-(2-Aminopropyl)-1,3-benzodioxol-5-ol NC(CC=1C(=CC2=C(OCO2)C1)O)C